C\C(=C/CC=1C(=C(C(=O)O)C(=CC1O)CCCCC)O)\CC\C=C(\CCC)/C 3-((2E,6E)-3,7-dimethyldeca-2,6-dien-1-yl)-2,4-dihydroxy-6-pentylbenzoic acid